tert-butyl (S)-4-(7-(4-cyanopyridin-2-yl)-5-(4,4,5,5-tetramethyl-1,3,2-dioxaborolan-2-yl)-7H-pyrrolo[2,3-d]pyrimidin-4-yl)-3-methylpiperazine-1-carboxylate C(#N)C1=CC(=NC=C1)N1C=C(C2=C1N=CN=C2N2[C@H](CN(CC2)C(=O)OC(C)(C)C)C)B2OC(C(O2)(C)C)(C)C